CCCCCCCCCCCCCCCCCC(=O)OC[C@H](COP(=O)(O)OC[C@@H](C(=O)O)N)OC(=O)CCCCCCC/C=C\CCCCCCCCC 1-octadecanoyl-2-(9Z-nonadecenoyl)-glycero-3-phosphoserine